N(=C=O)CC1=CC2=C(OCO2)C=C1 5-(isocyanatomethyl)-2H-1,3-benzodioxole